C[C@H]1O[C@H]([C@H](C[C@H]1NC(\C=C/[C@H](C)C1=NOC(=N1)C)=O)C)C\C=C(\C)/B1OC(C(O1)(C)C)(C)C (S,Z)-N-((2R,3R,5S,6S)-2,5-dimethyl-6-((E)-3-(4,4,5,5-tetramethyl-1,3,2-dioxaborolan-2-yl)but-2-en-1-yl)tetrahydro-2H-pyran-3-yl)-4-(5-methyl-1,2,4-oxadiazol-3-yl)pent-2-enamide